CC1=CC=C(C=C1)OC(=O)C p-Cresyl acetate